1-(tert-butyl) 4-cyclooctyl 3-hydroxy-2-methylenesuccinate OC(C(C(=O)OC(C)(C)C)=C)C(=O)OC1CCCCCCC1